C(CCCCCCC\C=C/CCCCCCCC)(=O)OC1=CC=C(C=C1)CC(=O)OCCC1CCN(CC1)CCSSCCN1CCC(CC1)CCOC(CC1=CC=C(C=C1)O)=O 4-(2-(2-(1-(2-((2-(4-(2-(2-(4-hydroxyphenyl)acetoxy)ethyl)piperidin-1-yl)ethyl)disulfaneyl)ethyl)piperidin-4-yl)ethoxy)-2-oxoethyl)phenyl oleate